O=C1NC(CCC1NC1=CC=C(C=C1)N1CCC(CC1)(O)CC(=O)N1CCC(CC1)N1N=C2C=C(C(=CC2=C1)C(=O)NC1=NC(=CC=C1)C(F)(F)F)OC(C)C)=O 2-[1-[2-[1-[4-[(2,6-dioxo-3-piperidinyl)amino]phenyl]-4-hydroxy-4-piperidinyl]acetyl]-4-piperidinyl]-6-isopropoxy-N-[6-(trifluoromethyl)-2-pyridinyl]indazole-5-carboxamide